3-chloro-6-methoxy-pyrimidine-4-carboxylic acid methoxy-methyl-amide CON(C(=O)C=1N(CN=C(C1)OC)Cl)C